COC(CCSC1=C2C(=NC=C1)NC=N2)=O 3-((3H-imidazo[4,5-b]pyridin-7-yl)thio)propionic acid methyl ester